N-(1-(3-nitro-5-(trifluoromethyl)phenyl)ethyl)pyrido[2,3-d]pyrimidine-4-Amine [N+](=O)([O-])C=1C=C(C=C(C1)C(F)(F)F)C(C)NC=1C2=C(N=CN1)N=CC=C2